benzyl (R)-(4-(1H-imidazol-1-yl)-4-oxobutan-2-yl)carbamate N1(C=NC=C1)C(C[C@@H](C)NC(OCC1=CC=CC=C1)=O)=O